(2,6-dimethyl-4-(7-(3,3,3-trifluoropropoxy)-1,3,4,5-tetrahydro-2H-benzo[c]azepin-2-yl)phenyl)-3,3-dimethylbutanamide CC1=C(C(=CC(=C1)N1CC2=C(CCC1)C=C(C=C2)OCCC(F)(F)F)C)C(C(=O)N)C(C)(C)C